C(#N)C12CC(C1)(C2)NS(=O)(=O)C2=C(C=CC(=C2)OC2=C(C=C(C=C2Cl)N2N=C(C(NC2=O)=O)C(F)F)Cl)OC N-(3-cyanobicyclo[1.1.1]pentan-1-yl)-5-(2,6-dichloro-4-(6-(difluoromethyl)-3,5-dioxo-4,5-dihydro-1,2,4-triazin-2(3H)-yl)phenoxy)-2-methoxybenzenesulfonamide